[(7R,9aR)-7-(4-chlorophenyl)-1,3,4,6,7,8,9,9a-octahydropyrido[1,2-a]pyrazin-2-yl]-(2-chloro-6-fluorophenyl)methanone ClC1=CC=C(C=C1)[C@H]1CC[C@H]2N(CCN(C2)C(=O)C2=C(C=CC=C2F)Cl)C1